N,N-dihexylacrylamide C(CCCCC)N(C(C=C)=O)CCCCCC